NC(C)C=1C=C(C=C2C(N(C(=NC12)N1C[C@@H]2C[C@@H]2C1)C)=O)F 8-(1-aminoethyl)-2-[(1R,5S)-3-azabicyclo[3.1.0]hexan-3-yl]-6-fluoro-3-methyl-quinazolin-4-one